ethyl bromo-2-fluorobenzoate BrC=1C(=C(C(=O)OCC)C=CC1)F